ClC=1N=CC=2N(C1)N=CC2C2=CC=C(C(=O)OCC)C=C2 ethyl 4-(6-chloropyrazolo[1,5-a]pyrazin-3-yl)benzoate